7-(3-Methylbenzyl)-4-(4-fluorobenzyl)-6,7,8,9-tetrahydroimidazo[1,2-a]pyrido[3,4-e]pyrimidine-5(4H)-one CC=1C=C(CN2CC=3C(N(C=4N(C3CC2)C=CN4)CC4=CC=C(C=C4)F)=O)C=CC1